(R)-N-(1-(6,7-Difluoro-1-oxo-1,2-dihydroisoquinolin-4-yl)ethyl)-3-fluoro-N-methyl-4-(trifluoromethyl)benzamide FC=1C=C2C(=CNC(C2=CC1F)=O)[C@@H](C)N(C(C1=CC(=C(C=C1)C(F)(F)F)F)=O)C